C(C)OC(C(C)C=1CC(C=CC1)(C1=CC=C(C=C1)[N+](=O)[O-])C1=C2CCN(CC2=CC=C1)CC1=CC=C(C=C1)OC)=O 3-(2-(4-methoxybenzyl)-1,2,3,4-tetrahydroisoquinolin-5-yl)-3-(4-nitrophenyl)phenylpropionic acid ethyl ester